(2R,3R,11bR)-3-(2,2-dimethylpropyl)-9-[(2S)-2-hydroxybutoxy]-10-methoxy-1H,2H,3H,4H,6H,7H,11bH-pyrido[2,1-a]isoquinolin-2-ol CC(C[C@H]1[C@@H](C[C@H]2N(CCC3=CC(=C(C=C23)OC)OC[C@H](CC)O)C1)O)(C)C